O=C([C@@H](C1=CC=CC=C1)NCCC1=CC=C(C=C1)S(=O)(=O)N)C1=CNC=2C1=NC=CC2 |r| (rac)-4-(2-((2-oxo-1-phenyl-2-(1H-pyrrolo[3,2-b]pyridin-3-yl)ethyl)amino)ethyl)benzenesulfonamide